(1R,2R)-2-fluoro-N-(3-(6-((R)-1-hydroxybut-3-en-1-yl)-4-methylpyridin-3-yl)-1,6-naphthyridin-7-yl)cyclopropane-1-carboxamide F[C@H]1[C@H](C1)C(=O)NC1=NC=C2C=C(C=NC2=C1)C=1C=NC(=CC1C)[C@@H](CC=C)O